OC[C@@H](C)N1C(C2=CC=CC=C2C1=O)=O (R)-2-(1-hydroxypropan-2-yl)isoindoline-1,3-dione